C(C1=CC=CC=C1)(=O)C1=CC=C(C(=O)[C@@]2([C@H](O)[C@H](O)[C@@H](CO)O2)N2C=NC=3C(N)=NC=NC23)C=C1 (4-Benzoylbenzoyl)adenosine